dodecyl-((2-butyloctyl)oxy)-N,N-dimethyl-6-oxohexan-1-aminium 4-methylbenzenesulfonate CC1=CC=C(C=C1)S(=O)(=O)[O-].C(CCCCCCCCCCC)C(CCCCC=O)([NH+](C)C)OCC(CCCCCC)CCCC